CN1[C@@H](CCCC1)[C@]1(CNCC1)C (2S)-1-methyl-2-[(3R)-3-methylpyrrolidin-3-yl]piperidine